3-(azetidin-1-yl)-propylamine N1(CCC1)CCCN